NC1=CC(=C(C=C1)C=1CCN(CC1)C(=O)OC(C)(C)C)OCC1=CC=CC=C1 tert-butyl 4-(4-amino-2-benzyloxy-phenyl)-3,6-dihydro-2H-pyridine-1-carboxylate